dihydropyrido[3,4-d]pyrimidine-7(6H)-carboxylate N1CN=CC=2C1=CN(CC2)C(=O)[O-]